(S)-7-ethyl-7-hydroxyl-14-(2-(isopropylamino)ethyl)-10,13-dihydro-11H-[1,3]dioxolo[4,5-g]pyrano[3',4':6,7]indolizino[1,2-b]quinolin-8,11(7H)-dione C(C)[C@]1(C(OCC=2C(N3CC=4C(=NC=5C=C6C(=CC5C4CCNC(C)C)OCO6)C3=CC21)=O)=O)O